C1(CC1)N1C(=NC(=C1)C(F)(F)F)C1=CC=C(C=C1)CN1C(C(=CC2=C1N=C(N=C2)C=2C(=NC=NC2OC)C2CC2)C=2C=NN(C2)CCN(C)C)=O 8-({4-[1-cyclopropyl-4-(trifluoromethyl)imidazol-2-yl]phenyl}methyl)-2-(4-cyclopropyl-6-methoxypyrimidin-5-yl)-6-{1-[2-(dimethylamino)ethyl]pyrazol-4-yl}pyrido[2,3-d]pyrimidin-7-one